ClC1=CC=C(N=N1)N1[C@@H]2[C@H](OCC1)CCN(C2)C(C(F)(F)F)=O 1-[(4aS,8aR)-4-(6-chloropyridazin-3-yl)-3,4a,5,7,8,8a-hexahydro-2H-pyrido[4,3-b][1,4]oxazin-6-yl]-2,2,2-trifluoro-ethanone